methyl 5-bromo-1-((R)-2-((tert-butoxycarbonyl)amino)-2-((R)-tetrahydrofuran-2-yl)ethyl)-3,3-difluoro-1,2,3,4-tetrahydrothieno[3,4-b]pyridine-7-carboxylate BrC=1SC(=C2N(CC(CC21)(F)F)C[C@H]([C@@H]2OCCC2)NC(=O)OC(C)(C)C)C(=O)OC